4-Bromo-2-methyl-6-(3-((tetrahydro-2H-pyran-2-yl)oxy)prop-1-yn-1-yl)pyridine BrC1=CC(=NC(=C1)C#CCOC1OCCCC1)C